C(=O)(C=C)OCCCCOC1=CC(=C(C(=O)OC2=CC(=C(C=C2)OC(C2=C(C=C(C=C2)OCCCCOC(C=C)=O)C)=O)C)C=C1C)C 4-({4-[4-(acryloyloxy) butoxy]-2-methylbenzoyl} oxy)-3-methylphenyl 4-[4-(acryl-oxy) butoxy]-2,5-dimethylbenzoate